2-(2-(4-(t-Butoxycarbonyl)methylpiperidin-1-yl)-3-chloroanilino)benzoic acid C(C)(C)(C)OC(=O)CC1CCN(CC1)C1=C(NC2=C(C(=O)O)C=CC=C2)C=CC=C1Cl